FC=1C(=C2CN(C(C2=CC1)=O)C1C(NC(CC1)=O)=O)SCC1=CC(=C(C=C1)CN1CCCCC1)F 3-(5-fluoro-4-((3-fluoro-4-(piperidin-1-ylmethyl)benzyl)thio)-1-oxoisoindolin-2-yl)piperidine-2,6-dione